N-methylcarboxamide CNC=O